FC1=C(C=CC=C1)S(=O)(=O)NNC(C1=CC(=CC(=C1)C1=NC=CC(=C1)N1CCN(CC1)C(C#C)=O)C)=O 2-fluoro-N'-(3-methyl-5-(4-(4-propioloylpiperazin-1-yl)pyridin-2-yl)benzoyl)benzenesulfonohydrazide